FC(OC=1C=C(C=CC1)N1N=C(C=C1C)N1CCN(CC1)CCN1CCOCC1)F 4-[2-[4-[1-[3-(difluoromethoxy)phenyl]-5-methyl-pyrazol-3-yl]piperazin-1-yl]ethyl]morpholine